[F-].[Ti+4].[F-].[F-].[F-] titanic fluoride